C(C)(C)(C)OC(=O)C1(CCCCC1)N 1-tert-butoxycarbonylcyclohexylamine